(4-pyridyl)-D-alanine N1=CC=C(C=C1)N[C@H](C)C(=O)O